(4-bromobutyl)-5-bromoisatin BrCCCCN1C(=O)C(=O)C2=CC(=CC=C12)Br